C(C)(C)(C)[Si](OC1(CC(C1)OC1=NC(=NC(=C1)Cl)C(C)(F)F)C)(C)C 4-(3-((tert-butyl-dimethyl-silyl)oxy)-3-methylcyclobutoxy)-6-chloro-2-(1,1-difluoroethyl)pyrimidine